5-methyl-3-(1-((4-(3-(4-methylpiperazin-1-yl)propoxy)phenyl)sulfonyl)piperidin-4-yl)-1H-indole CC=1C=C2C(=CNC2=CC1)C1CCN(CC1)S(=O)(=O)C1=CC=C(C=C1)OCCCN1CCN(CC1)C